FC=1C2=C(C3=C(N=C(S3)C3=C4N=CC(=NC4=CC(=C3)C)OC)C1)OC[C@@H](O2)CO (S)-(5-fluoro-2-(2-methoxy-7-methylquinoxalin-5-yl)-7,8-dihydro-[1,4]dioxino[2',3':3,4]benzo[1,2-d]thiazol-7-yl)methanol